azetidin-3-yl-(4,4-difluoropiperidin-1-yl)methanone hydrochloride Cl.N1CC(C1)C(=O)N1CCC(CC1)(F)F